(2R,3R,4S,5S)-4-[[3-(3,4-difluoro-2-methoxy-phenyl)-4,5-dimethyl-tetrahydrofuran-2-carbonyl]amino]pyridine-2-carboxamide FC=1C(=C(C=CC1F)[C@@H]1[C@@H](O[C@H]([C@H]1C)C)C(=O)NC1=CC(=NC=C1)C(=O)N)OC